1-(((1S,3R,5S)-3-(2-(4-((((2S,3R,4R,5R)-2,3,4,5,6-pentahydroxyhexyl)amino)methyl)-1H-1,2,3-triazol-1-yl)ethoxy)adamantan-1-yl)glycyl)pyrrolidine-2-carbonitrile O[C@@H](CNCC=1N=NN(C1)CCOC12CC3(CC(C[C@H](C1)C3)C2)NCC(=O)N2C(CCC2)C#N)[C@H]([C@@H]([C@@H](CO)O)O)O